C(=O)(O)C1=CC=C(C=C1)N1C(C=2C(C1=O)=CC(=CC2)C#CC2=CC=CC=C2)=O N-(4-carboxyphenyl)-4-phenylethynylphthalimide